(2-(2-(3-isopropyl-2-(8-methyl-[1,2,4]triazolo[1,5-a]pyridin-6-yl)-1H-indol-5-yl)morpholino)-2-oxoethyl)(methyl)carbamic acid tert-butyl ester C(C)(C)(C)OC(N(C)CC(=O)N1CC(OCC1)C=1C=C2C(=C(NC2=CC1)C=1C=C(C=2N(C1)N=CN2)C)C(C)C)=O